(3S)-3-(difluoromethyl)pyrrolidin hydrochloride Cl.FC([C@@H]1CNCC1)F